N1N=CC2=CC=C(C=C12)N 6-Indazolamine